tert-Butyl 1-{[3-(methoxycarbonyl)-5-(5-methyl-1,3-thiazol-2-yl)phenoxy]methyl}-2-oxa-5-azabicyclo[2.2.1]heptane-5-carboxylate COC(=O)C=1C=C(OCC23OCC(N(C2)C(=O)OC(C)(C)C)C3)C=C(C1)C=1SC(=CN1)C